3-(5-Chloro-1-methyl-2-oxo-1,2-dihydro-1,6-naphthyridin-3-yl)-3-methoxypyrrolidine-1-carboxylic acid tertiary Butyl ester C(C)(C)(C)OC(=O)N1CC(CC1)(OC)C=1C(N(C2=CC=NC(=C2C1)Cl)C)=O